BrC1=CC=C(C=C1)C1(OC2=CC=CC=C2C(=C1)C1=CC=CC=C1)C#CC1=CC=CC=C1 2-(p-bromophenyl)-4-phenyl-2-(phenylethynyl)-2H-chromene